(S)-N-{1-[3-(6-Chloro-pyridin-3-yl)-phenyl]-ethyl}-3-(3-fluoro-phenyl)-acrylamide ClC1=CC=C(C=N1)C=1C=C(C=CC1)[C@H](C)NC(C=CC1=CC(=CC=C1)F)=O